OC=1C=CC=2C=CC3=CC=CC=C3C2C1OB(O)O (3-hydroxyphenanthren-4-yl)boric acid